tetraphenyl-4,4'-diaminobiphenyl C1(=CC=CC=C1)C1=C(C(=C(C(=C1C1=CC=C(C=C1)N)C1=CC=CC=C1)C1=CC=CC=C1)N)C1=CC=CC=C1